CC1=C(N2C3C(CC2=C1)C3)C(=O)O 4-methyl-1,1a,6,6a-tetrahydrocyclopropa[b]pyrrolizine-3-carboxylic acid